C(CCCCCCCCCCC)C1=CC=C(C=C1)S(=O)(=O)ON=C(C#N)C1=CC=CC=C1 alpha-(4-dodecylbenzenesulfonyloxyimino)-phenylacetonitrile